FC1=NC(=CC=C1C=1CCN(CC1)CC=1C(=C2NC(C=3N(C2=CC1)C=CC3)=O)F)C(=O)NC 2-fluoro-1'-((6-fluoro-4-oxo-4,5-dihydropyrrolo[1,2-a]quinoxalin-7-yl)methyl)-N-methyl-1',2',3',6'-tetrahydro-[3,4'-bipyridine]-6-carboxamide